FC1(OC2=C(O1)C=C(C=C2C=2CCCN(CC2)C(=O)[O-])NC2=NC(=CC(=N2)C)NC)F 5-[2,2-difluoro-6-[[4-methyl-6-(methylamino)pyrimidin-2-yl]amino]-1,3-benzodioxol-4-yl]-2,3,4,7-tetrahydroazepine-1-carboxylate